C[C@@H]1N(C[C@H](NC1)C)C1=CC(=C(C#N)C=C1)OC 4-((2S,5R)-2,5-dimethylpiperazin-1-yl)-2-methoxyBenzonitrile